ClC1=CC=C2C(=CC(=NC2=C1)N1C[C@@H](CCC1)C(=O)O)N1C=NC=C1 (R)-1-(7-chloro-4-(1H-imidazol-1-yl)quinolin-2-yl)piperidine-3-carboxylic acid